FC1=C(C=CC=C1C(=O)OC)B(O)O (2-fluoro-3-methoxycarbonylphenyl)boronic acid